C1(CCC1)NCCO 2-(cyclobutylamino)ethan-1-ol